[Se]([Se]CCNC(/C(/CC1=CC(=C(C=C1)O)Br)=N/O)=O)CCNC(/C(/CC1=CC(=C(C=C1)O)Br)=N/O)=O (2E,2'E)-N,N'-(diselanediylbis(ethane-2,1-diyl))bis(3-(3-bromo-4-hydroxyphenyl)-2-(hydroxyimino)propanamide)